bis-(4-methylphenyl)-N,N'-diphenyl-1,4-phenylenediamine CC1=CC=C(C=C1)N(C1=CC=C(C=C1)N(C1=CC=CC=C1)C1=CC=C(C=C1)C)C1=CC=CC=C1